(5-chloro-4-((4-(2-chloro-3-(1,5-dimethyl-4,5,6,7-tetrahydro-1H-imidazo[4,5-c]pyridine-2-carboxamido)phenyl)-2,3-dihydro-1H-inden-1-yl)oxy)-3-fluoro-2-methoxybenzyl)proline ClC=1C(=C(C(=C(CN2[C@@H](CCC2)C(=O)O)C1)OC)F)OC1CCC2=C(C=CC=C12)C1=C(C(=CC=C1)NC(=O)C=1N(C2=C(CN(CC2)C)N1)C)Cl